4-hydroxy-6-{2-[2-methyl-4-(trifluoromethyl)phenyl]ethyl}-2,3-dihydropyridazine-3-one OC=1C(NN=C(C1)CCC1=C(C=C(C=C1)C(F)(F)F)C)=O